FC(C1=NN=C(O1)C=1C=NC(=NC1)NC=1C=C(C2=C(N(C(=N2)C)CCO)C1)C1=CC=CC=C1)F 2-(6-((5-(5-(difluoromethyl)-1,3,4-oxadiazol-2-yl)pyrimidin-2-yl)amino)-2-methyl-4-phenyl-1H-benzo[d]imidazol-1-yl)ethan-1-ol